(R)-3-(3-(2-((((9H-fluoren-9-yl)methoxy)carbonyl)amino)-3-(benzyloxy)-3-oxopropyl)pyridin-1-ium-1-yl)propane-1-sulfonate C1=CC=CC=2C3=CC=CC=C3C(C12)COC(=O)N[C@H](CC=1C=[N+](C=CC1)CCCS(=O)(=O)[O-])C(=O)OCC1=CC=CC=C1